N-(3-(2-aminoquinolin-6-yl)-2,4-difluorophenyl)-5-chloro-2-methoxypyridine-3-sulfonamide NC1=NC2=CC=C(C=C2C=C1)C=1C(=C(C=CC1F)NS(=O)(=O)C=1C(=NC=C(C1)Cl)OC)F